Dimethylbis(3-phenyl-1H-inden-2-yl)silane C[Si](C=1CC2=CC=CC=C2C1C1=CC=CC=C1)(C=1CC2=CC=CC=C2C1C1=CC=CC=C1)C